OC(COC=1C(=O)O[C@@H](C1O)[C@@H](O)CO)(C)C O-(2-hydroxyisobutyl)ascorbic acid